BrC=1C=C(C(=O)OC)C=C(C1O)C(F)(F)F methyl 3-bromo-4-hydroxy-5-(trifluoromethyl)benzoate